2-fluoro-7-methoxy-3,4-dihydronaphthalene-1(2H)-one FC1C(C2=CC(=CC=C2CC1)OC)=O